O(C1=CC=CC=C1)C1=CC=2N(C3=CC=CC=C3C2C(=C1)OC1=CC=CC=C1)C1=CC=CC=C1 2,4-diphenoxy-9-phenyl-9H-carbazole